ClC1=CC=C(C=C1)S(=O)(=O)N1CC1 1-(4-chlorobenzenesulfonyl)aziridine